N[C@@H](CC(=O)[O-])C(=O)[O-].[Cu+2] copper (II) aspartate